C(C1CCCO1)NC(=O)C1(NNC(=C1)C)OC1=C(C=C(C=C1Cl)C(F)(F)F)Cl N-tetrahydrofurfuryl-3-(2,6-dichloro-4-trifluoromethylphenoxy)-5-methyl-1H-pyrazole-carboxamide